4-[4-(3-Adamantan-1-yl-ureido)-cyclohexyloxy]-benzoic acid C12(CC3CC(CC(C1)C3)C2)NC(NC2CCC(CC2)OC2=CC=C(C(=O)O)C=C2)=O